C(C)(C)(C)OC(=O)N1CCC(=C1)OS(=O)(=O)C(F)(F)F 4-(((Trifluoromethyl)sulfonyl)oxy)-2,3-dihydro-1H-pyrrole-1-carboxylic acid tert-butyl ester